Cl.NC1CCC(CC1)CN1C(\C(\C2=CC(=CC=C12)S(=O)(=O)NC)=C/C=1NC(=CC1C)C)=O (Z)-1-(((1r,4r)-4-aminocyclohexyl)methyl)-3-((3,5-dimethyl-1H-pyrrol-2-yl)methylene)-N-methyl-2-oxoindoline-5-sulfonamide hydrochloride